α-D-Glucopyranosyl-(1→6)-α-D-glucopyranosyl-(1→2)-D-glucose [C@H]1([C@H](O)[C@@H](O)[C@H](O)[C@H](O1)CO)OC[C@@H]1[C@H]([C@@H]([C@H]([C@H](O1)O[C@@H](C=O)[C@@H](O)[C@H](O)[C@H](O)CO)O)O)O